2-azido-1,3-dibutyl-4,5-dihydro-1H-imidazol-3-ium hexafluorophosphate F[P-](F)(F)(F)(F)F.N(=[N+]=[N-])C=1N(CC[N+]1CCCC)CCCC